1-(3-chloro-2-piperazin-1-yl-6-quinolinyl)piperidin-4-amine dihydrochloride Cl.Cl.ClC=1C(=NC2=CC=C(C=C2C1)N1CCC(CC1)N)N1CCNCC1